C12(CCCC2C1)C(=O)NC=1C=C(C(=NC1)C)NC(=O)C=1C=C2C(=NC1)NC(=C2)C=2C=NN(C2)C N-(5-(bicyclo[3.1.0]hexane-1-carboxamido)-2-methylpyridin-3-yl)-2-(1-methyl-1H-pyrazol-4-yl)-1H-pyrrolo[2,3-b]pyridine-5-carboxamide